C(C=C)OC1=NOC(=C1)C(=O)C1=C(N=C(S1)NC1=CC=C(C=C1)F)N (3-Allyloxyisoxazol-5-yl)-[4-amino-2-(4-fluoroanilino)thiazol-5-yl]methanone